C(C)(=O)N1CC(C1)N1CCC(CC1)S(=O)(=O)N(CC1=CC=C(C=C1)C=1OC(=NN1)C(F)F)C1=CC(=CC=C1)Cl 1-(1-acetylazetidin-3-yl)-N-(3-chlorophenyl)-N-(4-(5-(difluoromethyl)-1,3,4-oxadiazol-2-yl)benzyl)piperidine-4-sulfonamide